OC1CN(C1)C(=O)OC1CCC(CC1)C(N(C1=NC=CC(=C1)C=1C=NN(C1)C(C)C)CC12CCC(CC1)(CC2)C2=CC(=C(C(=C2)C)OC)F)=O 4-(((4-(3-Fluoro-4-methoxy-5-methylphenyl)bicyclo[2.2.2]octan-1-yl)methyl)(4-(1-isopropyl-1H-pyrazol-4-yl)pyridin-2-yl)carbamoyl)cyclohexyl trans-3-hydroxyazetidine-1-carboxylate